(S)-methyl 2-aminobutyrate hydrochloride Cl.N[C@H](C(=O)OC)CC